3-chloro-2-(1-fluoro-2-naphthyl)benzenethiol ClC=1C(=C(C=CC1)S)C1=C(C2=CC=CC=C2C=C1)F